C(CC(O)(C(=O)O)CC(=O)O)(=O)O.NC1=C2C(=NC=N1)N(N=C2C2=C(C=C(C=C2)OC2=CC=CC=C2)F)[C@H]2CN(CCC2)C(=O)C(C#N)=CC(C)(N2CCN(CC2)C2COC2)C.NC2=C1C(=NC=N2)N(N=C1C1=C(C=C(C=C1)OC1=CC=CC=C1)F)[C@H]1CN(CCC1)C(=O)C(C#N)=CC(C)(C)N1CCN(CC1)C1COC1 2-[(3R)-3-[4-amino-3-(2-fluoro-4-phenoxy-phenyl)pyrazolo[3,4-d]pyrimidin-1-yl]-piperidine-1-carbonyl]-4-methyl-4-[4-(oxetan-3-yl)-piperazin-1-yl]pent-2-enenitrile hemicitrate salt